ClC=1C(=NC(=NC1)N1C[C@H](C[C@H](C1)C)O)NC1=CC=2C3=C(CN(C2C=C1)C)OCC[C@@H](N3)C3CC3 (R)-10-((5-chloro-2-((3S,5R)-3-hydroxy-5-methylpiperidin-1-yl)pyrimidin-4-yl)amino)-2-cyclopropyl-7-methyl-1,2,3,4-tetrahydro-[1,4]oxazepino[2,3-c]quinolin